octa-1,3,5,7-tetrayne C#CC#CC#CC#C